F[C@H]1C[C@H](CC1)N(C1=NC=C(C#N)C=C1)C 6-(((1s,3r)-3-fluorocyclopentyl)(methyl)amino)nicotinonitrile